heptyl ((2S)-3-cyclohexyl-1-(((2S)-1-(diethoxyphosphoryl)-5-(2,3-dihydrobenzo[f][1,4]oxazepin-4(5H)-yl)-1-hydroxy-5-oxopentan-2-yl)amino)-1-oxopropan-2-yl)carbamate C1(CCCCC1)C[C@@H](C(=O)N[C@H](C(O)P(=O)(OCC)OCC)CCC(=O)N1CCOC2=C(C1)C=CC=C2)NC(OCCCCCCC)=O